di-tert-butyl-(4-dimethylaminophenyl)palladium phosphate dichloride [Cl-].[Cl-].P(=O)([O-])([O-])[O-].C(C)(C)(C)[Pd+](C1=CC=C(C=C1)N(C)C)C(C)(C)C